6-amino-1-methyl-1H-benzo[d]imidazol-2(3H)-one NC=1C=CC2=C(N(C(N2)=O)C)C1